3-(2-(((6-bromopyrimidin-4-yl)amino)methyl)-6-cyclopropylimidazo[1,2-a]pyridin-8-yl)-5,5-dimethyloxazolidin-2-one BrC1=CC(=NC=N1)NCC=1N=C2N(C=C(C=C2N2C(OC(C2)(C)C)=O)C2CC2)C1